1-Bromo-4-fluoro-2-(fluoromethyl)benzene BrC1=C(C=C(C=C1)F)CF